[Na+].C(CCCC)C12CCC(CC1)(CC2)C(=O)[O-] 4-pentylbicyclo[2.2.2]Octane-1-carboxylic acid sodium salt